C(C#C)C1(C2=CC=CC=C2C=2C=CC=CC12)CC#C 9,9-Dipropargylfluorene